8-(4-(diphenylamino)phenyl)-11-(diphenylphosphoryl)dithieno[2,3-a:3',2'-c]phenazine C1(=CC=CC=C1)N(C1=CC=C(C=C1)C1=C2N=C3C4=C(C5=C(C3=NC2=C(C=C1)P(=O)(C1=CC=CC=C1)C1=CC=CC=C1)SC=C5)C=CS4)C4=CC=CC=C4